ClC=1N=CC2=CC=CC(=C2C1)C=1C=NC=NC1 3-chloro-5-(pyrimidin-5-yl)isoquinoline